[Pb].C(C1=CC=C(C(=O)OCCCCCCO)C=C1)(=O)OCCCCCCO bis(6-hydroxy hexyl) terephthalate lead